1-(2-Hydroxyethyl)-3-(3-(3-((4-methyl-4H-1,2,4-triazol-3-yl)methyl)oxetan-3-yl)phenyl)-5-(trifluoromethyl)pyridin-2(1H)-one OCCN1C(C(=CC(=C1)C(F)(F)F)C1=CC(=CC=C1)C1(COC1)CC1=NN=CN1C)=O